1-Tert-butyl (2-((6-bromobenzo[d]thiazol-2-yl)amino)-2-oxoethyl)carbamate BrC1=CC2=C(N=C(S2)NC(CNC(OC(C)(C)C)=O)=O)C=C1